(3,5-dimethyl-1H-pyrazol-1-yl)-adamantan-1-ol CC1=NN(C(=C1)C)C1C2(CC3CC(CC1C3)C2)O